ClC1=CC(=C(S1)C(=O)N)OC1CCN(CC1)C 5-chloro-3-((1-methylpiperidin-4-yl)oxy)thiophene-2-carboxamide